OCCOCCOC(=O)C1=CC=C(C=C1)C(=O)OCCOCCO bis[2-(2-hydroxyethoxy)ethyl]benzene-1,4-dicarboxylate